CC1(C[C@H]2[C@@H](O1)[C@@H]1C(C(C([C@@H]1CC2)(C)C)C)(C)C)C (3aS,5aR,8aS,8bR)-2,2,6,6,7,8,8-Heptamethyldecahydro-2H-indeno[4,5-b]furan